(R)-4-(4-(3-(4-ethoxy-3-methoxyphenyl)-1,2,4-oxadiazol-5-yl)piperidine-1-carbonyl)-1-phenylpyrrolidin-2-one C(C)OC1=C(C=C(C=C1)C1=NOC(=N1)C1CCN(CC1)C(=O)[C@@H]1CC(N(C1)C1=CC=CC=C1)=O)OC